(R)-7-((5-(3-((dimethylamino)-methyl)-3-hydroxypiperidin-1-yl)pyridin-2-yl)amino)-4-(8-fluoro-7-methylimidazo[1,2-a]pyridin-3-yl)isoindolin-1-one CN(C)C[C@]1(CN(CCC1)C=1C=CC(=NC1)NC=1C=CC(=C2CNC(C12)=O)C1=CN=C2N1C=CC(=C2F)C)O